7-(3-methyl-1H-pyrrolo[2,3-b]pyridin-5-yl)-5-(pyrrolidin-2-yl)-2-(tetrahydro-2H-pyran-4-yl)-1,2,3,4-tetrahydroisoquinoline CC1=CNC2=NC=C(C=C21)C2=CC(=C1CCN(CC1=C2)C2CCOCC2)C2NCCC2